methyl 4-(4-(dimethoxymethyl)piperidin-1-yl)-2-fluorobenzoate COC(C1CCN(CC1)C1=CC(=C(C(=O)OC)C=C1)F)OC